5-nitro-1H-indole-1-carboxylic acid tert-butyl ester C(C)(C)(C)OC(=O)N1C=CC2=CC(=CC=C12)[N+](=O)[O-]